1,1,3-tribromo-1,3-disilacyclobutane Br[Si]1(C[SiH](C1)Br)Br